rel-3-((3R,5S)-4-(3-amino-5-chloropyridin-2-yl)-3-(4-chlorophenyl)-5-neopentylpiperazin-1-yl)-3-oxopropanoic acid NC=1C(=NC=C(C1)Cl)N1[C@@H](CN(C[C@@H]1CC(C)(C)C)C(CC(=O)O)=O)C1=CC=C(C=C1)Cl |o1:9,13|